ClC1=CC=C(C(=O)NC2=NN(C3=CC=CC=C23)CC2=CC=C(C=C2)C(F)(F)F)C=C1 4-chloro-N-(1-(4-(trifluoromethyl)benzyl)-1H-indazol-3-yl)benzamide